BrC1=C(SC(=C1Br)C1=CC=CC=C1)C1=CC=CC=C1 3,4-dibromo-2,5-diphenylthiophene